BrC1=NN(C=C1)C1=NC=CC=C1Cl (3-bromo-1H-pyrazol-1-yl)-3-chloropyridine